(2S,4R)-4-hydroxy-1-[(2R)-3-methyl-2-[3-(2-oxoethoxy)isoxazol-5-yl]butanoyl]-N-[(1S)-1-[4-(4-methylthiazol-5-yl)phenyl]ethyl]pyrrolidine-2-carboxamide O[C@@H]1C[C@H](N(C1)C([C@H](C(C)C)C1=CC(=NO1)OCC=O)=O)C(=O)N[C@@H](C)C1=CC=C(C=C1)C1=C(N=CS1)C